NC1=C2C(=NC=N1)N(N=C2C=2C(=NC(=CC2)OC2=CC=CC=C2)F)C2=CN(C=C2)C(=O)C(C#N)=CC(C)(N2CCN(CC2)C2COC2)C 2-(3-(4-amino-3-(2-fluoro-6-phenoxypyridin-3-yl)-1H-pyrazolo[3,4-d]pyrimidin-1-yl)pyrrole-1-carbonyl)-4-methyl-4-(4-(oxetan-3-yl)piperazin-1-yl)pent-2-enenitrile